4-Propan-2-yl-6-prop-1-en-2-ylbenzene-1,3-diol CC(C)C1=C(C=C(C(=C1)C(=C)C)O)O